C(CCC)OC=1C(=NC=CC1)C=C1C(NC(C(N1)=O)=CC1=CC(=CC=C1)C(C1=CC=C(C=C1)F)=O)=O 3-((3-Butoxypyridin-2-yl)methylene)-6-(3-(4-fluorobenzoyl)benzylidene)piperazine-2,5-dione